(2s,5r)-1-acetyl-5-(phenylmethylamino)-piperidine-2-carboxylic acid methyl ester COC(=O)[C@H]1N(C[C@@H](CC1)NCC1=CC=CC=C1)C(C)=O